N1(CCC[C@@]12COCC2)C2=NC1=CC=C(C=C1C=N2)C=O (R)-2-(7-oxa-1-azaspiro[4.4]non-1-yl)quinazoline-6-carbaldehyde